C(C)(C)(C)OC(NCCC1=CC(=C(C(=C1)[N+](=O)[O-])OC)C1=NN(C=C1)C)=O (4-methoxy-3-(1-methyl-1H-pyrazol-3-yl)-5-nitrophenylethyl)carbamic acid tert-butyl ester